ClC=1C(=CC2=C([C@@H]([C@](O2)(C2=CC=CC=C2)CNC)C)C1C1=C(C(=O)N)C=CC(=C1F)OCCO)F 2-((2s,3s,4s)-5-chloro-6-fluoro-3-methyl-2-((methylamino)methyl)-2-phenyl-2,3-dihydrobenzofuran-4-yl)-3-fluoro-4-(2-hydroxyethoxy)benzamide